ClC1=CC=C(C(=O)C2=C(C(N(C2C2=CC(=CC=C2)OC)CCN2CCOCC2)=O)O)C=C1 4-(4-chlorobenzoyl)-3-hydroxy-5-(3-methoxyphenyl)-1-[2-(4-morpholinyl)ethyl]-1,5-dihydro-2H-pyrrol-2-one